N[C@@H]1CN(CC[C@@H]1F)C1=NC2=C(N1CC=1N=CC(=NC1)C(=O)N)C=C(C=C2)C(F)(F)F 5-((2-((3R,4S)-3-amino-4-fluoro-1-piperidinyl)-6-(trifluoromethyl)-1H-benzimidazol-1-yl)methyl)-2-pyrazinecarboxamide